NC=1C(=C(C=CC1)C(C)=O)O 1-(3-Amino-2-hydroxyphenyl)ethanone